1H-pyrrolo[2,3-b]pyridine-4-formaldehyde N1C=CC2=C1N=CC=C2C=O